COC(=O)C=1C2=C(N=CC1)N(C(=C2)Cl)COCC[Si](C)(C)C chloro-1-((2-(trimethylsilyl)ethoxy)methyl)-1H-pyrrolo[2,3-b]pyridine-4-carboxylic acid methyl ester